8-(2-hydroxy-2-methylpropyl)-3-(6-methoxy-5-(1H-pyrazol-4-yl)pyridin-2-yl)-1-(3-methoxybenzyl)-1,3,8-triazaspiro[4.5]decan-2-one OC(CN1CCC2(CN(C(N2CC2=CC(=CC=C2)OC)=O)C2=NC(=C(C=C2)C=2C=NNC2)OC)CC1)(C)C